C(C)(C)(C)OC(=O)N1C2(CC2)CC[C@H]1C1=NC=C2N1C=CN=C2Cl (S)-5-(8-chloroimidazo[1,5-a]pyrazin-3-yl)-4-azaspiro[2.4]heptane-4-carboxylic acid tert-butyl ester